(1R,3S)-3-{5-[5-(2-formyl-3-methoxyphenyl)-2-methylpyrazole-3-amido]-2H-pyrazol-3-yl}cyclopentyl N-isopropylcarbamate C(C)(C)NC(O[C@H]1C[C@H](CC1)C=1NN=C(C1)NC(=O)C=1N(N=C(C1)C1=C(C(=CC=C1)OC)C=O)C)=O